ClC=1C=CC2=C(C(SCC(N2)=O)C2=C(C=CC=C2)Cl)C1 7-Chloro-5-(2-chlorophenyl)-1,5-dihydro-4,1-benzothiazepin-2(3H)-one